3-fluoro-5-iodo-pyridin-4-amine FC=1C=NC=C(C1N)I